[2-Amino-4-(trifluoromethoxy)phenyl]-[4-[2-(1-hydroxyl-methyl-ethyl)-3H-imidazo[4,5-b]pyridin-7-yl]-1-piperidyl]methanone NC1=C(C=CC(=C1)OC(F)(F)F)C(=O)N1CCC(CC1)C1=C2C(=NC=C1)NC(=N2)C(C)(O)C